N[C@H]1C[C@@H](CC1)C(=O)NCCN1C(C=CC1=O)=O (1R,3R)-3-amino-N-[2-(2,5-dioxo-2,5-dihydro-1H-pyrrol-1-yl)ethyl]cyclopentancarboxamid